2-(4-fluorophenyl)propanoic acid FC1=CC=C(C=C1)C(C(=O)O)C